C1(=CC=C(C=C1)C1=C2C(=NO1)C=CC(=C2)C2OCCCO2)C2=CC=CC=C2 ([1,1'-biphenyl]-4-yl)-5-(1,3-dioxan-2-yl)benzo[c]isoxazole